Ethyl 2-(2,6-difluoro-4-((5-oxo-4-(4-(trifluoromethyl)phenyl)-4,5-dihydro-1H-1,2,4-triazol-1-yl)methyl)phenoxy)-2-methylpropionate FC1=C(OC(C(=O)OCC)(C)C)C(=CC(=C1)CN1N=CN(C1=O)C1=CC=C(C=C1)C(F)(F)F)F